ethyl 2-(3-hydroxy-[1,1'-biphenyl]-4-yl)acetate OC=1C=C(C=CC1CC(=O)OCC)C1=CC=CC=C1